bis(1,2,3-triazol-2-yl)stilbene N=1N(N=CC1)C(=C(C1=CC=CC=C1)N1N=CC=N1)C1=CC=CC=C1